O[C@H]1[C@@H](CN(CC1)C1=CC(N(C=2C=CC(=NC12)C#N)C)=O)C |r| (+/-)-8-(Trans-4-hydroxy-3-methylpiperidin-1-yl)-5-methyl-6-oxo-5,6-dihydro-1,5-naphthyridine-2-carbonitrile